N,N-dimethyl-3-(2-fluoro-4-(1-isopropyl-3-methylimidazo[1,5-a]quinoxalin-8-yl)phenoxy)propan-1-amine CN(CCCOC1=C(C=C(C=C1)C1=CC=C2N=CC=3N(C2=C1)C(=NC3C)C(C)C)F)C